(1H-imidazol-1-yl)(morpholinyl)methanone N1(C=NC=C1)C(=O)N1CCOCC1